3-((9H-fluoren-9-yl)methyl) 6-(tert-butyl) 3,6-diazabicyclo[3.1.1]heptane-3,6-dicarboxylate C12CN(CC(N1C(=O)OC(C)(C)C)C2)C(=O)OCC2C1=CC=CC=C1C=1C=CC=CC21